2-(2-(methoxymethyl)-7-methylquinoxalin-5-yl)-5-phenylthiazole COCC1=NC2=CC(=CC(=C2N=C1)C=1SC(=CN1)C1=CC=CC=C1)C